N,N,N-trimethyl-N-propylammonium-bis(trifluoromethanesulfonyl)imide [N-](S(=O)(=O)C(F)(F)F)S(=O)(=O)C(F)(F)F.C[N+](CCC)(C)C